C(#N)[C@H](CC1=CC=C(C=C1)C=1C=CC2=C(N(C(O2)=O)C)C1)NC(=O)[C@H]1OCC(CNC1)(C(F)(F)F)O (2S)-N-[(1S)-1-cyano-2-[4-(3-methyl-2-oxo-2,3-dihydro-1,3-benzoxazol-5-yl)phenyl]ethyl]-6-hydroxy-6-(trifluoromethyl)-1,4-oxazepane-2-carboxamide